BrC1=CC=C2C(=N1)C(CN2C2=NC(=NC=C2C(=O)O)SC)(C)C 4-(5-bromo-3,3-dimethyl-2,3-dihydro-1H-pyrrolo[3,2-b]pyridin-1-yl)-2-(methylthio)pyrimidine-5-carboxylic acid